1-(3-pyridyl)-2-(2-amino-3-pyridyl)ethene tert-Butyl-(3-(hydroxymethyl)phenyl)carbamate C(C)(C)(C)N(C(O)=O)C1=CC(=CC=C1)CO.N1=CC(=CC=C1)C=CC=1C(=NC=CC1)N